Methyl (S)-5-(Benzyloxy)-6-methoxy-2-(6-(trifluoromethyl)benzo[d]oxazol-2-yl)-1,2,3,4-tetrahydroisoquinoline-3-carboxylate C(C1=CC=CC=C1)OC1=C2C[C@H](N(CC2=CC=C1OC)C=1OC2=C(N1)C=CC(=C2)C(F)(F)F)C(=O)OC